FC=1C(=C(C=C(C1Cl)Cl)C=1C=CC(=NC1)N1CCN(CC1)C(=O)O)Cl 4-(5-(3-fluoro-5-chloro-dichlorophenyl)pyridin-2-yl)piperazine-1-carboxylic acid